C1=CC(=CC=2OC3=C(C21)C=CC=C3)[C@@H](C)NC3=CN=C(N(C3=O)CC(=O)OC(C)(C)C)SC Tert-butyl (R)-2-(5-((1-(dibenzo[b,d]furan-3-yl)ethyl)amino)-2-(methylthio)-6-oxopyrimidin-1(6H)-yl)acetate